ClC1=CC2=C(N(C(N=C2N2C[C@H](N([C@H](C2)C)C(C=C)=O)C)=O)C=2C(=NC=CC2C(C)C)C(C)C)N=C1C1=C(C=CC=C1)C 6-Chloro-1-(2,4-diisopropyl-3-pyridyl)-4-[(3R,5S)-3,5-dimethyl-4-prop-2-enoyl-piperazin-1-yl]-7-(o-tolyl)pyrido[2,3-d]pyrimidin-2-one